N1(C=NC=C1)C=1C=C(CN(CCC2=CC=C(C=C2)NC(=O)C2=C(C=C(C(=C2)OC)OC)NC(=O)C=2OC3=CC=CC=C3C(C2)=O)CC2=CC3=CN(N=C3C=C2)C)C=CC1 N-(2-((4-(2-((3-(1H-Imidazol-1-yl)benzyl)((2-methyl-2H-indazol-5-yl)methyl)amino)ethyl)phenyl)carbamoyl)-4,5-dimethoxyphenyl)-4-oxo-4H-chromene-2-carboxamide